(3-acetyl-6-chloro-2-pyridyl)-2,3,3a,5,6,6a-hexahydropyrrolo[3,2-b]pyrrole-4-carboxylate C(C)(=O)C=1C(=NC(=CC1)Cl)OC(=O)N1CCC2NCCC21